6-{4-chloro-3-[(tetrahydro-2H-pyran-4-yl)amino]benzyl}-N4-(5-methyl-1H-pyrazol-3-yl)-1-(tetrahydro-2H-pyran-4-yl)-1H-pyrazolo[3,4-d]pyrimidine-4,6-diamine ClC1=C(C=C(CC2(N=C(C=3C(=N2)N(NC3)C3CCOCC3)NC3=NNC(=C3)C)N)C=C1)NC1CCOCC1